ClC=1C(=C(NC2=C(NC3=C2C(NCC3)=O)C3=C(C=NC=C3)OCCC3OCC3)C=CC1)OC 3-(3-chloro-2-methoxyanilino)-2-{3-[2-(oxetan-2-yl)ethoxy]pyridin-4-yl}-1,5,6,7-tetrahydro-4H-pyrrolo[3,2-c]pyridin-4-one